(S)-1-(oxetan-2-ylmethyl)-2-((4-(6-((quinolin-6-ylmethyl)amino)pyridin-2-yl)piperidin-1-yl)methyl)-1H-benzo[d]imidazole-6-carboxylic acid O1[C@@H](CC1)CN1C(=NC2=C1C=C(C=C2)C(=O)O)CN2CCC(CC2)C2=NC(=CC=C2)NCC=2C=C1C=CC=NC1=CC2